N-phenylcyclopropane-1,1-dicarboxamide C1(=CC=CC=C1)NC(=O)C1(CC1)C(=O)N